N-boc-N-methyl-(L)-leucine C(=O)(OC(C)(C)C)N([C@@H](CC(C)C)C(=O)O)C